(1S,2R)-2-((S)-5-chloro-8-((3-methyl-1,2,4-oxadiazol-5-yl)methoxy)-1-((2-oxopyrrolidin-1-yl)methyl)-1,2,3,4-tetrahydro-isoquinoline-2-carbonyl)-1-methylcyclohexane-1-carboxylic acid ClC1=C2CCN([C@@H](C2=C(C=C1)OCC1=NC(=NO1)C)CN1C(CCC1)=O)C(=O)[C@H]1[C@](CCCC1)(C(=O)O)C